2-(7-fluoro-4-((4-(methylamino)-5-(trifluoromethyl)pyrimidin-2-yl)amino)-1H-indazol-1-yl)acetonitrile FC=1C=CC(=C2C=NN(C12)CC#N)NC1=NC=C(C(=N1)NC)C(F)(F)F